CC=1C=CC=2N(C1)C(=C(N2)C2=CC=C(C=C2)C)CC#N (6-methyl-2-(4-methylphenyl)imidazo[1,2-a]pyridin-3-yl)acetonitrile